FC1=C(C(=CC(=C1)C=O)F)NC(OC(C)(C)C)=O tert-butyl (2,6-difluoro-4-formylphenyl)carbamate